(E)-6-(4-methylthiobenzylidene)-5-oxo-5,6,7,8-tetrahydronaphthalene-2-carboxylic acid CSC1=CC=C(\C=C/2\C(C=3C=CC(=CC3CC2)C(=O)O)=O)C=C1